C(C1=CC=CC=C1)OC=1C=C(C=CC1)CS(=O)(=O)Cl [3-(benzyloxy)phenyl]methanesulfonyl chloride